NC1=C2C(=C3C(=N1)C=C(N3)C(=O)N([C@@H]3CO[C@@H](C1=CC(=CC=C31)C(F)(F)F)C)C)COC2 5-amino-N-methyl-N-((1R,4S)-1-methyl-7-(trifluoromethyl)isochroman-4-yl)-6,8-dihydro-1H-furo[3,4-d]pyrrolo[3,2-b]pyridine-2-carboxamide